FC1=C(C(=CC(=C1)C=1C(=NC=CC1)SCCC)F)N(CCCC(=O)O)C 4-{[2,6-difluoro-4-(2-propylsulfanyl-pyridin-3-yl)-phenyl]-methyl-amino}-butyric acid